(±)-N-(2,4-dimethoxybenzyl)-7-methoxy-2-(3-(3,3,3-trifluoropropylidene)cyclohexyl)-[1,2,4]triazolo[1,5-c]quinazolin-5-amine COC1=C(CNC2=NC=3C(=CC=CC3C=3N2N=C(N3)[C@H]3CC(CCC3)=CCC(F)(F)F)OC)C=CC(=C1)OC |r|